3-chloro-N-(3-pentanamido-4-(trifluoromethyl)phenyl)benzamide ClC=1C=C(C(=O)NC2=CC(=C(C=C2)C(F)(F)F)NC(CCCC)=O)C=CC1